2-(4-phenoxyphenyl)-7-(piperidin-4-yl)-1H-imidazo[1,2-b]Pyrazole-3-carboxamide O(C1=CC=CC=C1)C1=CC=C(C=C1)C=1NC=2N(N=CC2C2CCNCC2)C1C(=O)N